OC(CCCC(=O)O)CCCCCC 5-Hydroxy-undecanoic acid